4-bromo-2,3-difluoro-6-nitrobenzoic acid BrC1=C(C(=C(C(=O)O)C(=C1)[N+](=O)[O-])F)F